ClC1=C(C2=C(N=N1)N(C=C2F)[C@H]2CN(CCC2)C(=O)OC(C)(C)C)C tertbutyl (R)-3-(3-chloro-5-fluoro-4-methyl-7H-pyrrolo[2,3-c]pyridazin-7-yl)piperidine-1-carboxylate